N-Tris(hydroxymethyl)methyl-2-aminoethanesulfonic acid OCC(NCCS(=O)(=O)O)(CO)CO